C(CCCCCCCCCCCCCCC(C)C)(=O)N isostearamide